[NH4+].[NH4+].P(=O)(OC1(CC1)C(=O)OC1=C(C(=CC(=C1)CCCCC)O)[C@H]1[C@@H](CCC(=C1)C)C(=C)C)([O-])[O-] 1-((((1'R,2'R)-6-hydroxy-5'-methyl-4-pentyl-2'-(prop-1-en-2-yl)-1',2',3',4'-tetrahydro-[1,1'-biphenyl]-2-yl)oxy)carbonyl)cyclopropyl phosphate di-ammonium salt